6-ethylimidazo[1,5-a]pyridine-5-carboxylic acid ethyl ester C(C)OC(=O)C1=C(C=CC=2N1C=NC2)CC